N-(1H-1,3-Benzodiazol-5-ylmethyl)-4-(4-methoxyphenyl)pyridin-3-amine N1C=NC2=C1C=CC(=C2)CNC=2C=NC=CC2C2=CC=C(C=C2)OC